tert-butyl 7-[4-[3-chloro-4-(2,2-difluoroethoxy)-2-fluoro-anilino]pyrimido[5,4-d]pyrimidin-6-yl]-4,7-diazaspiro[2.5]octane-4-carboxylate ClC=1C(=C(NC=2C3=C(N=CN2)C=NC(=N3)N3CCN(C2(CC2)C3)C(=O)OC(C)(C)C)C=CC1OCC(F)F)F